1-Fluoro-4-[(4-fluoro-2-methyl-5-nitrophenyl)disulfanyl]-3-methyl-2-nitrobenzol FC1=C(C(=C(C=C1)SSC1=C(C=C(C(=C1)[N+](=O)[O-])F)C)C)[N+](=O)[O-]